CC=1C(=NC=CN1)CN1C(C2=CC=CC=C2C1=O)=O ((3-methylpyrazin-2-yl)methyl)isoindoline-1,3-dione